1-methylbiphenyl CC1(CC=CC=C1)C1=CC=CC=C1